F[C@H](CNC(=O)C1=C(C=2NC=3C=C(C=CC3C2N=C1)C=1C=NNC1)NC(C)C)C(C)(C)O (R)-N-(2-fluoro-3-hydroxy-3-methylbutyl)-4-(isopropylamino)-7-(1H-pyrazol-4-yl)-5H-pyrido[3,2-b]indole-3-carboxamide